6-(2-hydroxy-2-methylpropyloxy)-4-(6-(6-((6-methoxypyridin-3-yl)methyl)-3,6-diazabicyclo[3.1.1]hept-3-yl)pyridin-3-yl)pyrazolo[1,5-a]pyridin-3-carbonitrile OC(COC=1C=C(C=2N(C1)N=CC2C#N)C=2C=NC(=CC2)N2CC1N(C(C2)C1)CC=1C=NC(=CC1)OC)(C)C